(4-([1,1'-biphenyl]-2-yl)-2-methyl-1,5,6,7-tetrahydro-s-indacen-1-yl)lithium C1(=C(C=CC=C1)C1=C2C=C(C(C2=CC=2CCCC12)[Li])C)C1=CC=CC=C1